methyl (2S)-2-(benzyloxycarbonylamino)-4-(tert-butoxycarbonylamino)-4-methyl-pentanoate C(C1=CC=CC=C1)OC(=O)N[C@H](C(=O)OC)CC(C)(C)NC(=O)OC(C)(C)C